Para-picoline oxide [N+]1(=CC=C(C=C1)C)[O-]